Tert-butyl (S)-(1-((7-(5-(trifluoromethyl)pyrazin-2-yl)-5,6,7,8-tetrahydro-[1,2,4]triazolo[1,5-a]pyrazin-2-yl)methoxy)propan-2-yl)carbamate FC(C=1N=CC(=NC1)N1CC=2N(CC1)N=C(N2)COC[C@H](C)NC(OC(C)(C)C)=O)(F)F